ClC1=C(C(=CC=C1)C1=NC2=C(N1)C=C(C(=C2)Cl)F)C=2C(=CC(=CC2)C(N[C@@H](CCC)C2=C(C=C(C=C2)Cl)OC)=O)C(=O)O (S)-2'-chloro-4-{[1-(4-chloro-2-methoxyphenyl)butyl]carbamoyl}-6'-(5-chloro-6-fluoro-1H-1,3-benzodiazol-2-yl)-[1,1'-biphenyl]-2-carboxylic acid